N'-(4-(3-((2-bromo-5-fluorobenzyl)oxy)oxetan-3-yl)-2-fluoro-5-methylphenyl)-N-ethyl-N-methylformimidamide BrC1=C(COC2(COC2)C2=CC(=C(C=C2C)N=CN(C)CC)F)C=C(C=C1)F